(5-bromo-1H-pyrazole-3-carbonyl)piperidine-4-carboxylic acid BrC1=CC(=NN1)C(=O)N1CCC(CC1)C(=O)O